FC(CN1N=CC=2C1=NC(=CN2)N2CC1(CC2)CN(CC1)C1=NC(=NC(=C1)C(F)(F)F)C)F 2-[1-(2,2-difluoroethyl)-1H-pyrazolo[3,4-b]pyrazin-6-yl]-7-[2-methyl-6-(trifluoromethyl)pyrimidin-4-yl]-2,7-diazaspiro[4.4]nonane